sodium sulfosuccinamate S(=O)(=O)(O)C(C(=O)[O-])CC(=O)N.[Na+]